O=C1NC(CCC1NC1=CC(=C(C=C1)N1CCN(CC1)C1CCN(CC1)C(=O)O[C@@H]1CC[C@H](CC1)NC1=NC=C(C(=N1)C1=CC(=CC=C1)N1C(C=CC=C1)=O)F)F)=O trans-4-((5-fluoro-4-(3-(2-oxopyridin-1(2H)-yl)phenyl)pyrimidin-2-yl)amino)cyclohexyl 4-(4-(4-((2,6-dioxopiperidin-3-yl)amino)-2-fluorophenyl)piperazin-1-yl)piperidine-1-carboxylate